1-(trimethylsilyl)pyrazole C[Si](N1N=CC=C1)(C)C